C(CCCCCCCCC=C\C=C/CCCCC)(=O)O 12Z-octadeca-10,12-dienoic acid